8-Iodo-2-(methylthio)pyrazolo[1,5-a]-1,3,5-triazin-4(3H)-one IC=1C=NN2C1N=C(NC2=O)SC